N-(4-((R)-2-(2-Fluoropyridin-4-yl)propyl)-6-(((R)-1-hydroxy-4-methylpentan-2-yl)amino)-1,3,5-triazin-2-yl)methanesulfonamide FC1=NC=CC(=C1)[C@@H](CC1=NC(=NC(=N1)N[C@@H](CO)CC(C)C)NS(=O)(=O)C)C